CC1=CC(NC2=CC=C(C=C12)CC(=O)N1CCN(CC1)CCNC(C1=NC=CC=C1)=O)=O N-(2-(4-(2-(4-methyl-2-oxo-1,2-dihydroquinolin-6-yl)acetyl)piperazin-1-yl)ethyl)picolinamide